3-(1H-[1,2,3]triazolo[4,5-b]pyridin-5-yl)-N-(4-(cyclopropylmethoxy)phenyl)benzamide N1N=NC2=NC(=CC=C21)C=2C=C(C(=O)NC1=CC=C(C=C1)OCC1CC1)C=CC2